ClC=1C=C(C=C(C1OC1=NNC(C(=C1)C(C)C)=O)Cl)N1N=C(C(NC1=O)=O)CC(=O)O 2-(2-(3,5-dichloro-4-((5-isopropyl-6-oxo-1,6-dihydropyridazin-3-yl)oxy)phenyl)-3,5-dioxo-2,3,4,5-tetra-hydro-1,2,4-triazin-6-yl)acetic acid